C(CCCCCCCCCCCCC\C=C/CCCCCCCC)(=O)O (Z)-tetracosa-15-enoic acid